N-((S)-(4,4-difluorocyclohexyl)(5-((S)-2-methoxy-1-((S)-2-oxo-4-(trifluoromethyl)imidazolidin-1-yl)ethyl)benzo[d]oxazol-2-yl)methyl)-5-ethyl-isoxazole-4-carboxamide FC1(CCC(CC1)[C@H](NC(=O)C=1C=NOC1CC)C=1OC2=C(N1)C=C(C=C2)[C@@H](COC)N2C(N[C@@H](C2)C(F)(F)F)=O)F